CC(C(=O)O)(CS(NC(=O)C1(CC1)C1=CC=C(C=C1)N1CCC(CC1)C1=C(C(=NO1)C)NC(=O)O[C@H](C)C1=CC=CC=C1)(=O)=O)C (R)-2,2-dimethyl-3-(N-(1-(4-(4-(3-methyl-4-(((1-phenylethoxy)carbonyl)amino)isoxazol-5-yl)piperidin-1-yl)phenyl)cyclopropane-1-carbonyl)sulfamoyl)propanoic acid